dipentaerythritol (4-azido)benzoate N(=[N+]=[N-])C1=C(C(=O)O)C=CC=C1.OCC(CO)(CO)CO.OCC(CO)(CO)CO